ClC1=CC=C(S1)CN1CCC2=CC(=CC=C12)NC(=O)NCC 1-[1-(5-Chlorothiophen-2-ylmethyl)-2,3-dihydro-1H-indol-5-yl]-3-ethyl-urea